OC1CCN(CC1)C(SC)=O S-methyl 4-hydroxy-1-piperidinethiocarboxylate